C(N)(=O)C1=NN(C2=CC=C(C=C12)C=1C=NC=NC1)CC(=O)O 2-(3-Carbamoyl-5-(pyrimidin-5-yl)-1H-indazol-1-yl)acetic acid